(2R,4S)-2-methyl-4-(methylsulfonylmethyl)pyrrolidine-1-carboxylic acid tert-butyl ester C(C)(C)(C)OC(=O)N1[C@@H](C[C@@H](C1)CS(=O)(=O)C)C